methyl 5-(trans-3-(4-(trifluoromethyl)phenoxy)cyclobutyl)-1H-indole-3-carboxylate FC(C1=CC=C(O[C@@H]2C[C@H](C2)C=2C=C3C(=CNC3=CC2)C(=O)OC)C=C1)(F)F